4'-(1-naphthyl)[1,1'-biphenyl]-4-amine C1(=CC=CC2=CC=CC=C12)C1=CC=C(C=C1)C1=CC=C(C=C1)N